(5-fluoro-1-oxo-2,3-dihydro-1H-inden-2-yl)acetic acid FC=1C=C2CC(C(C2=CC1)=O)CC(=O)O